3-ethoxycarbonyltricyclo[3.2.1.02,4]oct-6-ene C(C)OC(=O)C1C2C3C=CC(C12)C3